BrC=1C=CC(=NC1)CC(=O)O 2-(5-bromo-2-pyridyl)acetic acid